[NH4+].C(CCCCCCCCCCCCCCCCCCC(=O)[O-])(=O)[O-].[NH4+] eicosanedioic acid ammonium salt